6-bromo-4-chloro-2,8-dimethyl-pyrido[2,3-d]Pyrimidin-7-one BrC1=CC2=C(N=C(N=C2Cl)C)N(C1=O)C